C1(CC1)S(=O)(=O)NC1=CN=CC(=N1)C(C(=O)O)OC 2-(6-(cyclopropanesulfonylamino)pyrazin-2-yl)-2-methoxyacetic acid